O=C1N(C(CC1)=O)OC(CCC(C(C)C)SC1=NC=CC=C1)=O 5-methyl-4-(pyridin-2-ylthio)hexanoic acid 2,5-dioxopyrrolidin-1-yl ester